(2S,2'S)-4,4'-(((2-methylpropane-1,3-diyl)bis(oxy))bis(4-fluoro-6-methoxybenzo[b]thiophene-5,2-diyl))bis(2-methyl-4-oxobutanoic acid) CC(COC1=C(C2=C(SC(=C2)C(C[C@@H](C(=O)O)C)=O)C=C1OC)F)COC1=C(C2=C(SC(=C2)C(C[C@@H](C(=O)O)C)=O)C=C1OC)F